5-Amino-3-[4-[[(5-fluoro-2-methoxy-benzoyl)amino]methyl]phenyl]-1-tetrahydrofuran-3-yl-pyrazole-4-carboxamide NC1=C(C(=NN1C1COCC1)C1=CC=C(C=C1)CNC(C1=C(C=CC(=C1)F)OC)=O)C(=O)N